O1COC2=C1C=C1C=CC=CC1=C2 naphtho[2,3-d][1,3]dioxol